N[C@H]1CS(C2=C(N(C1=O)CC1=CC=C(C=C1)Cl)C=C(C=C2)C=2OC(=NN2)N2CCOCC2)(=O)=O (3R)-3-amino-5-[(4-chlorophenyl)methyl]-7-(5-morpholino-1,3,4-oxadiazol-2-yl)-1,1-dioxo-2,3-dihydro-1λ6,5-benzothiazepine-4-one